(E)-4-bromo-N-(4-((3-chloro-4-fluorophenyl)amino)-7-methoxyquinazolin-6-yl)but-2-enamide BrC/C=C/C(=O)NC=1C=C2C(=NC=NC2=CC1OC)NC1=CC(=C(C=C1)F)Cl